COCC1=C(N=CC=2NC3=CC=CC(=C3C21)OCC2=NC=CC=C2)C(=O)OCC ethyl 4-(methoxymethyl)-5-(2-pyridylmethoxy)-9H-pyrido[3,4-b]indole-3-carboxylate